Di-tert-butylsilylbis(trifluoromethanesulfonate) CC(C)(C)[Si](C(C)(C)C)(OS(=O)(=O)C(F)(F)F)OS(=O)(=O)C(F)(F)F